2-methyl-5-(1-methyltriazol-4-yl)pyridine CC1=NC=C(C=C1)C=1N=NN(C1)C